methyl 3-bromo-1-(2-((tert-butoxycarbonyl)amino)ethyl)-1H-pyrazole-5-carboxylate BrC1=NN(C(=C1)C(=O)OC)CCNC(=O)OC(C)(C)C